O(C1=CC=CC=C1)C=1C=C(C=CC1)C(C)C1=NC(=NO1)C=1C=CC(=C(C1)NCC1=CC=C(S1)C(=O)O)C 5-(((5-(5-(1-(3-Phenoxyphenyl)ethyl)-1,2,4-oxadiazol-3-yl)-2-methylphenyl)amino)methyl)thiophene-2-carboxylic acid